F[B-](F)(F)F.C(C1=CC=CC=C1)[P+](C1=CC=CC=C1)(C1=CC=CC=C1)C1=CC=CC=C1 Benzyltriphenylphosphonium tetrafluoroborat